5-Amino-3-trifluoromethylpyrazol NC1=CC(=NN1)C(F)(F)F